4-methyl-N-(3-(4-methyl-1H-imidazol-1-yl)-5-(trifluoromethyl)phenyl)-3-(2-(pyrazolo[1,5-a]pyrimidin-6-yl)ethynyl)benzamide CC1=C(C=C(C(=O)NC2=CC(=CC(=C2)C(F)(F)F)N2C=NC(=C2)C)C=C1)C#CC=1C=NC=2N(C1)N=CC2